C1(=CC=CC=2C3=CC=CC=C3CC12)COC(=O)N([C@@H](CCC(NC(C1=CC=CC=C1)(C1=CC=CC=C1)C1=CC=CC=C1)=O)C(=O)O)C N-fluorenylmethoxycarbonyl-N-methyl-N'-trityl-L-glutamine